Cl.N1=NCN(C=C1)N [1,2,4]triazin-4-amine hydrochloride